potassium manganese (iii) oxalate C(C(=O)[O-])(=O)[O-].[Mn+3].[K+].C(C(=O)[O-])(=O)[O-]